lithium (E)-6-(4-(3-(4-(tert-butoxycarbonyl)piperazin-1-yl)propoxy)styryl)quinoline-4-carboxylate C(C)(C)(C)OC(=O)N1CCN(CC1)CCCOC1=CC=C(/C=C/C=2C=C3C(=CC=NC3=CC2)C(=O)[O-])C=C1.[Li+]